C(C)OC(/C(=C/CCOC[C@@H](C=1NC(=CN1)C=1C(=NC2=CC=CC=C2C1)OC)NC(=O)OC(C)(C)C)/OC(C)=O)=O.C(CCCCCCCCCCC)OS(=O)(=O)O.C(O)CN Monoethanolamine Dodecyl-Sulfate ethyl-(R,Z)-2-acetoxy-5-(2-((tert-butoxycarbonyl)amino)-2-(5-(2-methoxyquinolin-3-yl)-1H-imidazol-2-yl)ethoxy)pent-2-enoate